ClC1=NN(C=C1C1=NC=CC(=N1)NC=1N=CC2=C(C=CC(=C2C1)C(C)C)C1CC(C1)N(S(=O)(=O)C)C)C N-((1s,3s)-3-(3-((2-(3-chloro-1-methyl-1H-pyrazol-4-yl)pyrimidin-4-yl)amino)-5-isopropylisoquinolin-8-yl)cyclobutyl)-N-methyl-methanesulfonamide